ClC=1C=C2C(OCCC=3C=CC(=CC3C=3C=C(C=C(NS(C(C1OC)=C2)(=O)=O)C3)N3CCOCC3)F)=O 14-chloro-4-fluoro-15-methoxy-21-morpholino-17,17-dioxo-10-oxa-17λ6-thia-18-azatetracyclo[17.3.1.112,16.02,7]tetracosa-1(23),2(7),3,5,12,14,16(24),19,21-nonaen-11-one